1-(3-methoxy-3-oxopropyl)3-methyl-1H-indole-2-carboxylic acid methyl ester COC(=O)C=1N(C2=CC=CC=C2C1C)CCC(=O)OC